N-benzoyl-5'-O-[bis(4-methoxyphenyl)(phenyl)methyl]-2'-deoxy-2'-fluoroadenosine C(C1=CC=CC=C1)(=O)NC=1C=2N=CN([C@H]3[C@@H]([C@H](O)[C@@H](COC(C4=CC=CC=C4)(C4=CC=C(C=C4)OC)C4=CC=C(C=C4)OC)O3)F)C2N=CN1